1-tert-Butyl 3-ethyl 4-hydroxy-3-(3-(trifluoromethyl)phenethyl)piperidine-1,3-dicarboxylate OC1C(CN(CC1)C(=O)OC(C)(C)C)(C(=O)OCC)CCC1=CC(=CC=C1)C(F)(F)F